[I-].OCC[N+]1=C(C(C2=CC=CC=C12)(C)C)C N-hydroxyethyl-2,3,3-trimethylindolium iodide salt